C(C)(C)(C)NC1CC(CC1)N1N=NC2=C1N=NC(=C2)C2=C(C=C(C=C2)C=2C=NNC2)O 2-{3-[3-(tert-butylamino)cyclopentyl]-3H-[1,2,3]triazolo[4,5-c]pyridazin-6-yl}-5-(1H-pyrazol-4-yl)phenol